1-[6-[5-[(6-methylpyridazin-3-yl)amino]benzimidazol-1-yl]-2-[3-(trifluoromethyl)piperazin-1-yl]-3-pyridyl]ethanol CC1=CC=C(N=N1)NC1=CC2=C(N(C=N2)C2=CC=C(C(=N2)N2CC(NCC2)C(F)(F)F)C(C)O)C=C1